FC=1C=C(C=C(C1)F)CCN 2-(3,5-difluorophenyl)ethan-1-amine